OCCNC(O[C@@H]1CC[C@H](CC1)C(N(C1=CC(=CC=C1)C=1C=NN(C1)C(C)C)C[C@@H]1CC[C@H](CC1)C1=CC(=C(C=C1)OC)C#N)=O)=O trans-4-(((trans-4-(3-Cyano-4-methoxy-phenyl)cyclohexyl)-methyl)(3-(1-iso-propyl-1H-pyrazol-4-yl)phenyl)carbamoyl)cyclohexyl (2-hydroxyethyl)-carbamate